4-{3-(cyanomethyl)-3-[4-(7H-pyrrolo[2,3-d]pyrimidin-4-yl)-1H-pyrazol-1-yl]azetidin-1-yl}-N-(1,3-dimethyl-1H-pyrazol-5-yl)piperidine-1-carboxamide C(#N)CC1(CN(C1)C1CCN(CC1)C(=O)NC1=CC(=NN1C)C)N1N=CC(=C1)C=1C2=C(N=CN1)NC=C2